1-(3-chloro-4-(1-((5-(5-(difluoromethyl)-1,3,4-oxadiazol-2-yl)-3-fluoropyridin-2-yl)methyl)-1H-1,2,3-triazol-4-yl)phenyl)-N,N-dimethylmethylamine ClC=1C=C(C=CC1C=1N=NN(C1)CC1=NC=C(C=C1F)C=1OC(=NN1)C(F)F)CN(C)C